2-chloro-5-(cyclobutyl)-7-(3,3,4,4-tetrafluoropyrrolidin-1-yl)-5H-pyrrolo[3,2-d]pyrimidine ClC=1N=CC2=C(N1)C(=CN2C2CCC2)N2CC(C(C2)(F)F)(F)F